BrC1=CC=C(C=C1)C=1N=C(SC1)NC(=O)C1=C(C=C(C=C1)F)NS(=O)(=O)CCCC(=O)OC Methyl 4-(N-(2-((4-(4-bromophenyl)thiazol-2-yl)carbamoyl)-5-fluorophenyl)sulfamoyl)butanoate